COC1=NC=CC(=C1)OB(O)O (2-methoxypyridin-4-yl)boric acid